2-fluoro-4-((trimethylsilyl)ethynyl)benzoic acid FC1=C(C(=O)O)C=CC(=C1)C#C[Si](C)(C)C